p-(dimethylamino)-benzaldehyde CN(C1=CC=C(C=O)C=C1)C